6-((2-amino-3-chloropyridin-4-yl) thio)-3-(4-amino-4-methylpiperidin-1-yl)-5-methylpyrazine-2-carboxylate NC1=NC=CC(=C1Cl)SC1=C(N=C(C(=N1)C(=O)[O-])N1CCC(CC1)(C)N)C